O=C1N[C@@H]2[C@H](OC1)CCN(C2)C(=O)OC2=CC=C(C=C2)[N+](=O)[O-] 4-Nitrophenyl (4aS,8aR)-3-oxohexahydro-2H-pyrido[4,3-b][1,4]oxazine-6(5H)-carboxylate